tert-Butyl 2-(4-nitro-1H-pyrazol-1-yl)acetate [N+](=O)([O-])C=1C=NN(C1)CC(=O)OC(C)(C)C